CC(C(CCC(=O)ON1C(CCC1=O)=O)SC1=NC=CC=C1)CC 2,5-dioxopyrrolidin-1-yl 5-methyl-4-(pyridin-2-ylthio)heptanoate